tert-butyl (1S,2R,3R,5R)-2-fluoro-3-((6-(2-hydroxy-4-(2H-1,2,3-triazol-2-yl)phenyl)pyridazin-3-yl)(methyl)amino)-9-azabicyclo[3.3.1]nonane-9-carboxylate F[C@H]1[C@@H]2CCC[C@H](C[C@H]1N(C)C=1N=NC(=CC1)C1=C(C=C(C=C1)N1N=CC=N1)O)N2C(=O)OC(C)(C)C